C[C@H](/C=C/[C@H](C)C(C)C)[C@H]1CC[C@@H]2[C@@]1(CCC3=C2CC[C@@H]4[C@@]3(CC[C@@H](C4)O)C)C The molecule is a 3beta-sterol consisting of an ergostane skeleton with double bonds at positions 8(9) and 22. It is an ergostanoid and a 3beta-sterol. It derives from a hydride of a 5alpha-ergostane.